(S)-5-chloro-4-(3-(2-(2-(3-fluoropyrrolidin-1-yl)ethyl)-2H-indazol-5-yl)-5-methyl-1-(2-azaspiro[3.3]heptan-6-yl)-1H-pyrazol-4-yl)-6-methyl-1H-indazole ClC=1C(=C2C=NNC2=CC1C)C=1C(=NN(C1C)C1CC2(CNC2)C1)C1=CC2=CN(N=C2C=C1)CCN1C[C@H](CC1)F